CC(C)(C)S(=O)/N=C/C1C(CCCC1)C (NE)-2-methyl-N-[(2-methylcyclohexyl)methylene]propane-2-sulfinamide